trimethylcysteine S-oxide CC([C@](N)(C(=O)O)C)(S=O)C